F[C@@H]1[C@@H]2C[C@@H]([C@H](C[C@H]1C(=C)C1=CN=C(N=N1)C1=C(C=C(C=C1)N1C=NC=C1)O)N2)F 2-(6-(1-((1S,2S,3S,5S,6S)-2,6-difluoro-8-azabicyclo[3.2.1]octan-3-yl)vinyl)-1,2,4-triazin-3-yl)-5-(1H-imidazol-1-yl)phenol